tert-Butyl N-{9-[(2R,3S,4R,5R)-3-chloro-3,5-difluoro-4-hydroxy-5-(iodomethyl)oxolan-2-yl]-6-(methylamino)purin-2-yl}carbamate Cl[C@@]1([C@@H](O[C@@]([C@H]1O)(CI)F)N1C2=NC(=NC(=C2N=C1)NC)NC(OC(C)(C)C)=O)F